allyldipropylbutylammonium hydroxide [OH-].C(C=C)[N+](CCCC)(CCC)CCC